C(C)(=O)C1=CC[C@H]2[C@@H]3CC[C@H]4C[C@@H](CC[C@@]4([C@H]3CC[C@]12C)C)OC(CCN1CCOCC1)=O.C1CC=CC2=NC=C3C=CC4=C(C3=C12)C=CC=C4 dihydrobenzophenanthridine (3R,5S,8R,9S,10S,13S,14S)-17-acetyl-10,13-dimethyl-2,3,4,5,6,7,8,9,10,11,12,13,14,15-tetradecahydro-1H-cyclopenta[a]phenanthren-3-yl-3-morpholinopropanoate